5,6-diethyl-pyrazine-2-carboxamide C(C)C=1N=CC(=NC1CC)C(=O)N